C(C)(C)(C)OC(=O)NC1CCC(CC1)C(=O)N[C@H](COC1=CC=C(C=C1)C=1C=C2C(=CC=NC2=CC1)C(=O)O)CC1=CC2=CC=CC=C2C=C1 6-(4-((S)-2-((1r,4S)-4-(tert-butoxycarbonylamino)cyclohexanecarboxamido)-3-(naphthalen-2-yl)propoxy)phenyl)quinoline-4-carboxylic acid